hexacosyl peroxydicarbonate C(=O)(OCCCCCCCCCCCCCCCCCCCCCCCCCC)OOC(=O)[O-]